amino-4-dimethylamino-6-(1,1,2,2,3,3-hexafluoro-3-iodopropyl)-1,3,5-triazine NC1=NC(=NC(=N1)N(C)C)C(C(C(I)(F)F)(F)F)(F)F